ClCCN(C1=CC=C(C=C1)CCCC(=O)O)CCCl 4-(bis(2-chloroethyl)amino)benzenebutanoic acid